2-Chloro-2-[(3-chloro-2-fluorophenyl)hydrazono]acetic acid ethyl ester C(C)OC(C(=NNC1=C(C(=CC=C1)Cl)F)Cl)=O